3-methylnaphthalene-1,4-dione CC1=CC(C2=CC=CC=C2C1=O)=O